(phenyl-methyl)oxyl-2,3,5,7,11,11a-hexahydro[1,3]oxazolo[3,2-a]pyrido[1,2-d]pyrazine-8-carboxamide C1(=CC=CC=C1)COC1CN2C(CN3C(C2)=CCC(=C3)C(=O)N)O1